N-[(1S)-1-(4-methoxyphenyl)ethyl]-6-{4-[(6-methoxypyridin-3-yl)oxy]piperidin-1-yl}-5-methylpyridazine-3-carboxamide COC1=CC=C(C=C1)[C@H](C)NC(=O)C=1N=NC(=C(C1)C)N1CCC(CC1)OC=1C=NC(=CC1)OC